FC1=CC=C2CCC(N(C2=C1)CC1=CC=C(C=C1)C1=NOC(=N1)C(F)(F)F)=O 7-fluoro-1-{4-[5-(trifluoromethyl)-1,2,4-oxadiazol-3-yl]benzyl}-3,4-dihydroquinolin-2(1H)-one